ClC1=C(C(=NC(=N1)C)NC1CCCC1)N 6-chloro-N4-cyclopentyl-2-methyl-pyrimidine-4,5-diamine